ClCCC(=C(C1=CC=CC=C1)C1=CC=C(OCCN(C)CC=2C=C3C(N(C(C3=CC2F)=O)C2C(NC(CC2)=O)=O)=O)C=C1)C1=CC=CC=C1 5-(((2-(4-(4-chloro-1,2-diphenylbut-1-en-1-yl)phenoxy)ethyl)(methyl)amino)methyl)-2-(2,6-dioxopiperidin-3-yl)-6-fluoroisoindoline-1,3-dione